ClCC1=CC=C(C=C1)C(C(=O)C1=CC=CC=C1)CC(=O)C1=CC=CC=C1 2-(4-(chloromethyl)phenyl)-1,4-diphenyl-butane-1,4-dione